3-Acrylamidopropyl-trimethoxysilane C(C=C)(=O)NCCC[Si](OC)(OC)OC